C(C1=CC=CC=C1)OCCOC=1C=CC(=NC1N1CCC(CC1)(F)F)C1=NN=C(O1)C1=C(C=C(C=C1)NS(=O)(=O)CCO)N1CCC2(CC2)CC1 N-(4-(5-(5-(2-(benzyloxy)ethoxy)-6-(4,4-difluoropiperidin-1-yl)pyridin-2-yl)-1,3,4-oxadiazol-2-yl)-3-(6-azaspiro[2.5]oct-6-yl)phenyl)-2-hydroxyethane-1-sulfonamide